N-[5-(1H-benzimidazol-2-yl)-1-[(4-methoxyphenyl)methyl]pyrazol-3-yl]-6-(3-methoxyazetidin-1-yl)pyridine-3-carboxamide N1C(=NC2=C1C=CC=C2)C2=CC(=NN2CC2=CC=C(C=C2)OC)NC(=O)C=2C=NC(=CC2)N2CC(C2)OC